N-methyl-5-(piperazin-1-yl)-6-(trifluoromethyl)pyridineamide hydrochloride Cl.CNC(=O)C1=NC(=C(C=C1)N1CCNCC1)C(F)(F)F